C[C@@H]1N(CCC2(C1)OCCC1=C2C=C(S1)C(F)(F)F)C(=O)OC(C)(C)C tert-butyl (2'S)-2'-methyl-2-(trifluoromethyl)spiro[6,7-dihydrothieno[3,2-c]pyran-4,4'-piperidine]-1'-carboxylate